4-aminobutyl 4-methyl-2-(3-(3-(5-methyl-1,2,4-oxadiazol-3-yl)benzamido)propanamido)thiazole-5-carboxylate CC=1N=C(SC1C(=O)OCCCCN)NC(CCNC(C1=CC(=CC=C1)C1=NOC(=N1)C)=O)=O